fmocalanine C(=O)(OCC1C2=CC=CC=C2C2=CC=CC=C12)N[C@@H](C)C(=O)O